N-(3,5-dichloropyridin-4-yl)-2-(methylthio)-4-morpholinopyrimidine-5-carboxamide ClC=1C=NC=C(C1NC(=O)C=1C(=NC(=NC1)SC)N1CCOCC1)Cl